C1(=CC=C(C=C1)N(C=1C=CC=C(C1)C=1C(=CC=CC1)C1=CC=C(C=C1)C1=CC=CC=C1)C1=CC=C(C=C1)C1=CC=CC=C1)C1=CC=CC=C1 bis(biphenyl-4-yl)-(1,1':2',1'':4'',1'''-quaterphenyl-5-yl)amine